[Cl-].[Li+].[Na+].[Cl-] sodium-lithium chloride